1-((1R,2S)-1-hydroxy-2-((S)-5H-imidazo[5,1-a]isoindol-5-yl)-7-azaspiro[3.5]nonan-7-yl)-2-(tetrahydro-2H-pyran-4-yl)ethan-1-one O[C@@H]1[C@@H](CC12CCN(CC2)C(CC2CCOCC2)=O)[C@@H]2N1C(C3=CC=CC=C23)=CN=C1